ClC=1C(=C(C=CC1)NC(=O)C1=CC(=CC=2NC(=NC21)C2(CC2)C(F)(F)F)NC(=O)C2=C(C=CC=C2)C(F)(F)F)C N-(3-chloro-2-methylphenyl)-2-[1-(trifluoromethyl)cyclopropyl]-6-({[2-(trifluoromethyl)phenyl]carbonyl}amino)-1H-benzimidazole-4-carboxamide